2-methylpyridine-4-carboxamide CC1=NC=CC(=C1)C(=O)N